CC1(CCC=2C(=NN(C2C1)COCC[Si](C)(C)C)C=1N(C2=CC(=C(C=C2C1)F)NC(OC(C)(C)C)=O)COCC[Si](C)(C)C)C tert-butyl N-[2-(6,6-dimethyl-1-{[2-(trimethylsilyl)ethoxy]methyl}-5,7-dihydro-4H-indazol-3-yl)-5-fluoro-1-{[2-(trimethylsilyl)ethoxy]methyl}indol-6-yl]carbamate